OC[C@]1(COCC2=CC=C(C=C12)C(=O)O)C (4S)-4-(hydroxymethyl)-4-methyl-isochroman-6-carboxylic acid